C1(C=CC=C1)[Ti](C1=C(C(=CC=C1F)NC(CCC)=O)F)(C1=C(C(=CC=C1F)NC(CCC)=O)F)C1C=CC=C1 bis(cyclopentadienyl)bis[2,6-difluoro-3-(N-ethylacetoylamino)phenyl]titanium